OC(C(=O)C=1CC2C(CC(C2=CC1)(C)C)(C1=CC=C(C=C1)C(C(C)(C)O)=O)C)(C)C dihydro-5-(2-hydroxy-2-methyl-1-oxopropyl)-1,1,3-trimethyl-3-(4-(2-hydroxy-2-methyl-1-oxopropyl)phenyl)-1H-indene